isopentyl (2-ethylhexyl) terephthalate C(C1=CC=C(C(=O)OCC(CCCC)CC)C=C1)(=O)OCCC(C)C